FC(CN1CNC(=CC1)C(=O)N)(F)F (2,2,2-trifluoroethyl)-1,2,3,6-tetrahydropyrimidine-4-carboxamide